6-(3,4-dimethylphenyl)-2-(3-fluorophenyl)-3-oxo-2,3,4,5-tetrahydropyridazine-4-carboxylic acid methyl ester COC(=O)C1C(N(N=C(C1)C1=CC(=C(C=C1)C)C)C1=CC(=CC=C1)F)=O